[Pt].ClC1=C2C(=C(C(=NC2=C2N=CC=CC2=C1)OC(C1=CC=CC=C1)=O)OC1CCCC1)Cl dichloro-cyclopentyloxy-benzoyloxy-phenanthroline platinum